BrC1=C(C=2N(N(C1=O)C)C=C(N2)CC#N)N2C[C@H](N(C[C@@H]2C)C(=O)OC(C)(C)C)C tert-butyl (2R,5S)-4-(7-bromo-2-(cyanomethyl)-5-methyl-6-oxo-5,6-dihydroimidazo[1,2-b]pyridazin-8-yl)-2,5-dimethylpiperazine-1-carboxylate